tetrabutylphosphine bis(trifluoromethanesulfonyl)imide salt [N-](S(=O)(=O)C(F)(F)F)S(=O)(=O)C(F)(F)F.C(CCC)P(CCCC)(CCCC)CCCC